2-Fluoro-4-nitro-N1-(piperidin-4-yl)benzene-1,3-diamine FC1=C(C=CC(=C1N)[N+](=O)[O-])NC1CCNCC1